(3-((2-(Pyridin-3-yl)phenyl)ethynyl)-1H-indazol-5-yl)(2,6-diazaspiro[3.5]nonan-2-yl)methanone N1=CC(=CC=C1)C1=C(C=CC=C1)C#CC1=NNC2=CC=C(C=C12)C(=O)N1CC2(C1)CNCCC2